COCC(CCCN(C=1SC=C(N1)C(=O)OC)C=1N=NC(=C(C1)C)\N=C\1/SC2=C(N1COCC[Si](C)(C)C)C=CC=C2)O[Si](C(C)C)(C(C)C)C(C)C methyl 2-[(5-methoxy-4-triisopropylsilyloxy-pentyl)-[5-methyl-6-[(Z)-[3-(2-trimethylsilylethoxymethyl)-1,3-benzothiazol-2-ylidene]amino]pyridazin-3-yl]amino]thiazole-4-carboxylate